(S)-N-(2-Chloro-4-methylpyridin-3-yl)-4-(5-cyclopropylpyridin-2-yl)-5-fluoro-2-((1,1,1-trifluoropropan-2-yl)oxy)benzamide ClC1=NC=CC(=C1NC(C1=C(C=C(C(=C1)F)C1=NC=C(C=C1)C1CC1)O[C@H](C(F)(F)F)C)=O)C